4-{5-[1-(propan-2-yl)-1H-1,2,3-benzotriazol-5-yl]-1,2,4-oxadiazol-3-yl}-2,3-dihydro-1H-inden-1-one CC(C)N1N=NC2=C1C=CC(=C2)C2=NC(=NO2)C2=C1CCC(C1=CC=C2)=O